N1(N=CC=C1)CC1=CC2=C(C(=N1)OC)C(=NO2)NS(=O)(=O)C2=CC(=CC=1CCCOC12)C#N N-(6-((1H-pyrazol-1-yl)methyl)-4-methoxyisoxazolo[4,5-c]pyridin-3-yl)-6-cyano-3,4-dihydro-1H-benzopyran-8-sulfonamide